1-(trifluoromethyl)-1,2-benziodoxol-3(1H)-one FC(I1OC(C2=C1C=CC=C2)=O)(F)F